ClC=1C=C(C=CC1Cl)N1CC(N(CC1)C(=O)C1=CC(NC2=CC=C(C=C12)O)=O)C(=O)NCC1OCC1 4-(3,4-dichlorophenyl)-1-(6-hydroxy-2-oxo-1,2-dihydroquinoline-4-carbonyl)-N-(oxetane-2-ylmethyl)piperazine-2-carboxamide